6-(cyclopropylmethoxy)-N-[(1S)-2-hydroxy-1-methyl-ethyl]-5-(3-methoxyazetidin-1-yl)pyridine-2-carboxamide tert-butyl-6,6-difluoro-2-azaspiro[3.3]heptane-2-carboxylate C(C)(C)(C)OC(=O)N1CC2(C1)CC(C2)(F)F.C2(CC2)COC2=C(C=CC(=N2)C(=O)N[C@H](CO)C)N2CC(C2)OC